1-hydroxy-4-methyl-2-pentanone OCC(CC(C)C)=O